C(C)(=O)OC1[C@@H]([C@@H](OC(C)=O)[C@H](OC(C)=O)[C@H](O1)COC(C)=O)N=[N+]=[N-] 1,3,4,6-Tetra-O-acetyl-2-azido-2-deoxy-D-glucopyranose